6-((4-(2-ethoxypropan-2-yl)-4-phenethylpiperidin-1-yl)methyl)-1H-benzo[d][1,3]oxazin-2(4H)-one C(C)OC(C)(C)C1(CCN(CC1)CC1=CC2=C(NC(OC2)=O)C=C1)CCC1=CC=CC=C1